tert-Butyl 2-(3-carbamoyl-5-(naphthalen-2-yl)-1H-indol-1-yl)acetate C(N)(=O)C1=CN(C2=CC=C(C=C12)C1=CC2=CC=CC=C2C=C1)CC(=O)OC(C)(C)C